4-(azetidinyl)benzoic acid ethyl ester C(C)OC(C1=CC=C(C=C1)N1CCC1)=O